9'-(2-chlorophenyl)-3'-methyl-16'-thia-2',4',5',8'-tetraazaspiro[cyclopropane-1,7'-tetracyclo[8.6.0.02,6.011,15]hexadecane] ClC1=C(C=CC=C1)C1NC2(C3NNC(N3C3SC4CCCC4C13)C)CC2